N1-(6-(4-Isopropyl-4H-1,2,4-triazol-3-yl)pyridin-2-yl)-N3-(1H-pyrrol-2-yl)isophthalamide C(C)(C)N1C(=NN=C1)C1=CC=CC(=N1)NC(C1=CC(C(=O)NC=2NC=CC2)=CC=C1)=O